The molecule is a hydroxy fatty acid ascaroside anion that is the conjugate base of oscr#32, obtained by deprotonation of the carboxy group; major species at pH 7.3. It is a conjugate base of an oscr#32. C[C@H]1[C@@H](C[C@H]([C@@H](O1)OCCCCCCCCCCCCCCCCCC(=O)[O-])O)O